ClC=1C=CC(=C2C3(NC(NC12)=O)CCCC3)OC3=C(C=C(C=C3)F)C3=NN=NN3 8'-chloro-5'-[4-fluoro-2-(1H-tetrazol-5-yl)phenoxyl]1'H-spiro[cyclopentane-1,4'-quinazolin]-2'(3'H)-one